C(CC1=CC=CC=C1)NC1=CC=C(C=C1)C1CCN(CC1)C(=O)[O-] 4-(4-(phenethylamino)phenyl)piperidine-1-carboxylate